ClC=1C=C(C=CC1)C1=C(N=CO1)C(=O)NC1=CC(=C(C=C1)C)NC1=NC=CC=C1C1=C2N=CN(C2=NC=N1)C1OCCCC1 5-(3-chlorophenyl)-N-[4-methyl-3-[[3-(9-tetrahydropyran-2-ylpurin-6-yl)-2-pyridyl]amino]phenyl]oxazole-4-carboxamide